C(CCCCCCC)ONO octyloxyhydroxyamine